(Sa,R)-6-(1-(1-(6-cyclopropylpyridine-3-yl)ethyl)-4-(propane-1-yn-1-yl)-1H-indazole-7-carboxamido)spiro[3.3]heptane-2-carboxylic acid C1(CC1)C1=CC=C(C=N1)[C@@H](C)N1N=CC2=C(C=CC(=C12)C(=O)NC1CC2(CC(C2)C(=O)O)C1)C#CC